OC(COC1=C(OC2=CC=CC=C2C1=O)C(=O)O)COC1=C(OC2=CC=CC=C2C1=O)C(=O)O 5'-(2-hydroxytrimethylenedioxy)bis(4-oxochromene-2-carboxylic acid)